aluminum diethylphosphinate salt Phosphite P([O-])([O-])[O-].C(C)P(O)(=O)CC.[Al+3]